E-2-methyl-alpha-methoxyiminophenylacetic acid methyl ester COC(/C(=N/OC)/C1=C(C=CC=C1)C)=O